5-cyclopropyl-3-(2,6-difluorophenyl)-4-(((3,3-difluoropiperidin-4-yl)oxy)methyl)isoxazole hydrochloride Cl.C1(CC1)C1=C(C(=NO1)C1=C(C=CC=C1F)F)COC1C(CNCC1)(F)F